[Cl-].C(C)[N+](C)(CC)CC tri-ethyl-methyl-ammonium chloride